BrC1=C(C=NC=C1)[C@H](CCC=C)N[S@@](=O)C(C)(C)C (S)-N-((S)-1-(4-bromopyridin-3-yl)pent-4-en-1-yl)2-methylpropan-2-sulfinamide